2-(4-(7-(3,4-dihydroquinolin-1(2H)-yl)-2-(3-(dimethylamino)azetidin-1-yl)-5,6,7,8-tetrahydroquinazolin-4-yl)-1-(4-(pyrrolidin-1-yl)but-2-enoyl)piperazin-2-yl)acetonitrile N1(CCCC2=CC=CC=C12)C1CCC=2C(=NC(=NC2C1)N1CC(C1)N(C)C)N1CC(N(CC1)C(C=CCN1CCCC1)=O)CC#N